O1COC2=C1C=CC(=C2)NC(C2=CC=C(C=C2)S(NC2=C(C=CC=C2)Cl)(=O)=O)=O N-(benzo[d][1,3]dioxol-5-yl)-4-(N-(2-chlorophenyl)sulfamoyl)benzamide